CC1=C(C=CC=C1C1=NC2=C(N1)C=CC(=C2)CN[C@H](CO)C(=O)O)C2=CC=CC=C2 ((2-(2-methyl-[1,1'-biphenyl]-3-yl)-1H-benzo[D]imidazol-5-yl)methyl)-D-serine